6-(cyclopropylmethoxy)-N-[(2S)-1-{[3-fluoro(3,3-dideutero)propyl]oxy}-3-methylbutan-2-yl]-5-(3-methoxyazetidin-1-yl)pyridine-2-carboxamide C1(CC1)COC1=C(C=CC(=N1)C(=O)N[C@H](COCCC([2H])([2H])F)C(C)C)N1CC(C1)OC